BrC=1N=C(C(=NC1)N)C12CC(C1)(C2)C(F)(F)F 5-bromo-3-[3-(trifluoromethyl)-1-bicyclo[1.1.1]pentanyl]pyrazin-2-amine